(4-(4-hydroxy-3-isopropylbenzyl)-3,5-dimethylphenoxy)-N-(2-hydroxyphenyl)acetamide OC1=C(C=C(CC2=C(C=C(OCC(=O)NC3=C(C=CC=C3)O)C=C2C)C)C=C1)C(C)C